9-Fluoro-12-(propan-2-yl)-12-azatricyclo[6.3.1.02,7]dodeca-2,4,6-triene hydrochloride Cl.FC1C2C3=CC=CC=C3C(CC1)N2C(C)C